tert-butyl 4-(benzoylhydrazono)-3,3-difluoro-piperidine-1-carboxylate C(C1=CC=CC=C1)(=O)NN=C1C(CN(CC1)C(=O)OC(C)(C)C)(F)F